N,N-dimethyl-2-(4-nitro-1H-pyrazol-1-yl)propane-1-amine CN(CC(C)N1N=CC(=C1)[N+](=O)[O-])C